1-(2-Butoxy-1-methylethoxy)-2-propanol C(CCC)OCC(OCC(C)O)C